(S)-N-(5-(2-acetamido-[1,2,4]triazolo[1,5-a]pyridin-6-yl)-2-methylpyridin-3-yl)-3-phenylisoxazolidine-2-carboxamide C(C)(=O)NC1=NN2C(C=CC(=C2)C=2C=C(C(=NC2)C)NC(=O)N2OCC[C@H]2C2=CC=CC=C2)=N1